bromochlorosalicylate BrC1=C(C(C(=O)[O-])=CC=C1)OCl